C(C)(C)C1=NN(C(C=2N1C1=C(C2)C=CS1)=O)CC(=O)OCC Ethyl 2-(8-isopropyl-5-oxothieno[3',2':4,5]pyrrolo[1,2-d][1,2,4]triazin-6(5H)-yl)acetate